1-((3R,8S,9S,10R,13S,14S,17S)-3-((tert-butyldimethylsilyl)oxy)-10,13-dimethyl-2,3,6,7,8,9,10,11,12,13,14,15,16,17-tetradecahydro-1H-cyclopenta[a]phenanthren-17-yl)ethan-1-one [Si](C)(C)(C(C)(C)C)O[C@@H]1CC[C@@]2([C@H]3CC[C@@]4([C@H](CC[C@H]4[C@@H]3CCC2=C1)C(C)=O)C)C